C(C1=CC=CC=C1)OC=1C=CC(=C(C1)C(C)O)Br 1-(5-(benzyloxy)-2-bromophenyl)ethan-1-ol